ClC1=C(C=C(C=C1)OC)C1=CN=C(O1)CSC1=NC(=CC(=N1)N)C 2-({[5-(2-Chloro-5-methoxyphenyl)-1,3-oxazol-2-yl]methyl}sulfanyl)-6-methylpyrimidin-4-amin